tin Oxygen [O].[Sn]